NC1=C(C=C(C=C1)Cl)C(O)C1=CC=CC=C1 (2-amino-5-chlorophenyl)(phenyl)methanol